ethyl (5-(N-(1-(3-(cyclopropylmethoxy)-4-fluorophenyl)-2,2-dimethylpropyl)sulfamoyl)pentyl)glycinate C1(CC1)COC=1C=C(C=CC1F)C(C(C)(C)C)NS(=O)(=O)CCCCCNCC(=O)OCC